C(C1=CC=CC=C1)OC=1C=2N(C(=CC1)CC(=O)NC(C(=O)OC(C)(C)C)CC(=O)OC(C)(C)C)C=CN2 di-tert-butyl 2-(2-(8-(benzyloxy)imidazo[1,2-a]pyridin-5-yl)acetamido)succinate